2-(1H-imidazol-5-yl)cyclopropane-1-carboxamide N1C=NC=C1C1C(C1)C(=O)N